N-((1s,4s)-4-(4-(cyclopropylmethyl)piperazin-1-yl)cyclohexyl)-7',8'-dihydro-6'H-spiro[cyclohexane-1,9'-pyrazino[1',2':1,5]pyrrolo[2,3-d]pyrimidin]-2'-amine C1(CC1)CN1CCN(CC1)C1CCC(CC1)NC=1N=CC2=C(N1)N1C(=C2)CNCC12CCCCC2